ClC1=C(C(=O)N(C)C)C=CC(=C1)OC1CC(C1)CC1CCN(CC1)C([C@@](C(F)(F)F)(C1=CC(=CC=C1)C(F)(F)F)O)=O |o1:25| 2-chloro-N,N-dimethyl-4-((1R,3s)-3-((1-((R or S)-3,3,3-trifluoro-2-hydroxy-2-(3-(trifluoromethyl)phenyl)propanoyl)piperidin-4-yl)methyl)cyclobutoxy)benzamide